(R)-1-((2-(2-ethoxy-7-methylquinoxalin-5-yl)-6-fluorothiazolo[5,4-b]pyridin-5-yl)oxy)propan-2-ol C(C)OC1=NC2=CC(=CC(=C2N=C1)C=1SC2=NC(=C(C=C2N1)F)OC[C@@H](C)O)C